(-)-glycidyl m-nitrobenzenesulfonate [N+](=O)([O-])C=1C=C(C=CC1)S(=O)(=O)OCC1CO1